ethyl (acetyloxy)(diethoxyphosphoryl)acetate C(C)(=O)OC(C(=O)OCC)P(=O)(OCC)OCC